Triethylphenol C(C)C1=C(C(=C(C=C1)O)CC)CC